2-chloro-9-([4-[5-(oxetan-3-yl)-3-(trifluoromethyl)pyrazol-1-yl]phenyl]methyl)-7H-purin-8-one ClC1=NC=C2NC(N(C2=N1)CC1=CC=C(C=C1)N1N=C(C=C1C1COC1)C(F)(F)F)=O